4-(4-fluoro-3-isopropyl-2-(8-methoxy-[1,2,4]triazolo[1,5-a]pyridin-6-yl)-1H-pyrrolo[2,3-c]pyridin-5-yl)-N-isopropylcyclohexan-1-amine FC1=C2C(=CN=C1C1CCC(CC1)NC(C)C)NC(=C2C(C)C)C=2C=C(C=1N(C2)N=CN1)OC